CC1=CC(=NN1C1=CC=C(C#N)C=C1)C(F)(F)F 4-(5-Methyl-3-(trifluoromethyl)-1H-pyrazol-1-yl)benzonitrile